5,6-dimethyl-phenanthroline CC1=C2C=CC=NC2=C2N=CC=CC2=C1C